C(CCCC)NCCCCCCCN N-pentylheptane-1,7-diamine